8-(5-(3-(Oxetan-3-yl)-2,3,4,5-tetrahydro-1H-benzo[d]azepin-7-yl)-1H-pyrazolo[3,4-b]pyridin-3-yl)-3,4-dihydrobenzo[f][1,4]oxazepin-5(2H)-one O1CC(C1)N1CCC2=C(CC1)C=C(C=C2)C=2C=C1C(=NC2)NN=C1C1=CC2=C(C(NCCO2)=O)C=C1